5-(3,5-dimethoxy-4-[(4-(piperidin-4-yl)piperazin-1-yl)methyl]phenyl)-1,3,4-trimethyl-1,2-dihydropyridin-2-one COC=1C=C(C=C(C1CN1CCN(CC1)C1CCNCC1)OC)C=1C(=C(C(N(C1)C)=O)C)C